N-(2-Cyano-2',6'-difluorobiphenyl-3-yl)-4,5,6,7-tetrahydro[1,3]thiazolo[5,4-c]pyridin-2-carboxamid C(#N)C1=C(C=CC=C1NC(=O)C=1SC=2CNCCC2N1)C1=C(C=CC=C1F)F